4-oxo-4-(4-pentyl-phenyl)-butyric acid O=C(CCC(=O)O)C1=CC=C(C=C1)CCCCC